4-chloro-8-(3,5-dichlorophenyl)-N-[(1S)-2,3-dihydro-1H-inden-1-yl]quinoline-3-carboxamide ClC1=C(C=NC2=C(C=CC=C12)C1=CC(=CC(=C1)Cl)Cl)C(=O)N[C@H]1CCC2=CC=CC=C12